ClN1C(CCCC1(C)C)(C)C N-chloro-2,2,6,6-tetramethylpiperidine